Cl.Cl.C(C)(C)(C)[C@@H]1CC[C@H](CC1)C=1C=C(C(=O)N2CCC(CC2)OC2=C(C(=O)NC)C=CC(=C2)N2CCNCC2)C=CC1O[C@@H]1CNCC1 trans-(S)-2-((1-(3-(4-(tert-butyl)cyclohexyl)-4-(pyrrolidin-3-yloxy)benzoyl)piperidin-4-yl)oxy)-N-methyl-4-(piperazin-1-yl)benzamide dihydrochloride